1-(9-ethyl-6-morpholino-2-(4-phenyl-1H-pyrazol-1-yl)-9H-purin-8-yl)ethane-1,2-diol C(C)N1C2=NC(=NC(=C2N=C1C(CO)O)N1CCOCC1)N1N=CC(=C1)C1=CC=CC=C1